N=1C=C(N2C1C=CC=C2)C(C)(C)NC(=O)C2CN(C2)C2=NC(=NC=C2OC)N2C[C@@H](N([C@H](C2)C)C)C N-(2-{imidazo[1,2-a]pyridin-3-yl}propan-2-yl)-1-{5-methoxy-2-[(3S,5S)-3,4,5-trimethylpiperazin-1-yl]pyrimidin-4-yl}azetidine-3-carboxamide